5-chloro-4-(cyclopentylmethoxy)-2-fluoro-N-((8-fluoroquinolin-5-yl)sulfonyl)benzamide ClC=1C(=CC(=C(C(=O)NS(=O)(=O)C2=C3C=CC=NC3=C(C=C2)F)C1)F)OCC1CCCC1